N-(8-(4,4-difluoropiperidin-1-yl)-2,3-dimethylimidazo[1,2-a]pyrazin-6-yl)-4-iodo-2-(6-azaspiro[2.5]octan-6-yl)benzamide FC1(CCN(CC1)C=1C=2N(C=C(N1)NC(C1=C(C=C(C=C1)I)N1CCC3(CC3)CC1)=O)C(=C(N2)C)C)F